4-[5-(3,5-dichlorophenyl)-5-(trifluoromethyl)-4,5-dihydro-1,2-oXazol-3-yl]-2-methyl-N-(1-oxothietan-3-yl)benzamide ClC=1C=C(C=C(C1)Cl)C1(CC(=NO1)C1=CC(=C(C(=O)NC2CS(C2)=O)C=C1)C)C(F)(F)F